(2S,4R)-2-methyl-1-propionyl-1,2,3,4-tetrahydroquinolin C[C@@H]1N(C2=CC=CC=C2CC1)C(CC)=O